FC(C(=O)O)(F)F.COC1=C(C=CC(=C1)OC)CNC1=NN=C(C2=CC(=CC=C12)C=1C=C(C=C(C1OC)F)B(O)O)C [3-[1-[(2,4-dimethoxyphenyl)methylamino]-4-methylphthalazin-6-yl]-5-fluoro-4-methoxyphenyl]boronic acid trifluoroacetic acid salt